C(C)(C)(C)OC(=O)N1N=C(C2=CC=C(C=C12)[C@@H]1C[C@@]12C(N(C1=CC=C(C=C21)OC)C(=O)OC(C)(C)C)=O)NC2=NC(=CC=C2OCC)C=2SC=CN2 Tert-butyl (1R,2S)-2-(1-(tert-butoxycarbonyl)-3-((3-ethoxy-6-(thiazol-2-yl)pyridin-2-yl)amino)-1H-indazol-6-yl)-5'-methoxy-2'-oxospiro[cyclopropane-1,3'-indoline]-1'-carboxylate